ClC1=C(C=CC=C1OC)C1=NOC(=C1C(=O)OCC)C=1C=NN(C1C(F)(F)F)C1CC(C1)(C)O[Si](C)(C)C(C)(C)C ethyl 3-(2-chloro-3-methoxyphenyl)-5-{1-[3-[(tert-butyldimethylsilyl)oxy]-3-methylcyclobutyl]-5-(trifluoromethyl)-1H-pyrazol-4-yl}-1,2-oxazole-4-carboxylate